4-[5-(2-cyclopentylethynyl)-2-{2,8-diazaspiro[4.5]decan-8-yl}pyrimidin-4-yl]benzonitrile C1(CCCC1)C#CC=1C(=NC(=NC1)N1CCC2(CCNC2)CC1)C1=CC=C(C#N)C=C1